2-bromo-5-ethyl-8-(trifluoromethoxy)-5,10-dihydro-11H-dibenzo[b,e][1,4]diazepin-11-one BrC1=CC2=C(N(C3=C(NC2=O)C=C(C=C3)OC(F)(F)F)CC)C=C1